ClC=1C(=NC(=NC1)NC=1C(=CC(=C(C1)NC(C=C)=O)N(C)CCN(C)C)OC)NC1=C(C=CC=C1)N1S(CCCC1)(=O)=O N-(5-((5-chloro-4-((2-(1,1-dioxido-1,2-thiazinan-2-yl)phenyl)amino)pyrimidin-2-yl)amino)-2-((2-(dimethylamino)ethyl)(methyl)amino)-4-methoxyphenyl)acrylamide